C(C)(C)(C)C=1C(=C(C=C(C1)N1N=C2C(=N1)C=CC(=C2)Cl)C)O 2-(3-tert-butyl-2-hydroxy-5-tolyl)-5-chlorobenzotriazole